8-chloro-5-((2-(2-((1-cyclobutyl-5-fluoro-1H-indazol-6-yl)amino)ethyl)-2-azaspiro[3.3]heptan-6-yl)oxy)-2-methylisoquinolin-1(2H)-one ClC=1C=CC(=C2C=CN(C(C12)=O)C)OC1CC2(CN(C2)CCNC2=C(C=C3C=NN(C3=C2)C2CCC2)F)C1